ClC(C(=O)[O-])(C)CC1=CC=CC=C1.[Cl-].C(CCCCC)OC=1C(=NSN1)C1=CCC[N+](C1)(C(OC(CC)=O)C1=CC=CC=C1)C.C(CCCCC)OC=1C(=NSN1)C1=CCC[N+](C1)(C)C(C1=CC=CC=C1)OC(CC)=O 5-(4-(Hexyloxy)-1,2,5-thiadiazol-3-yl)-1-methyl-1-(phenyl(propionyloxy)methyl)-1,2,3,6-tetrahydropyridin-1-ium chloride Chloro(phenyl)methyl-propionate